6-chloro-1-(tetrahydro-2H-pyran-4-yl)-1H-pyrazolo[3,4-b]pyrazine tert-Butyl-(2-cyclopropyl-4-nitrophenethyl)carbamate C(C)(C)(C)N(C(O)=O)CCC1=C(C=C(C=C1)[N+](=O)[O-])C1CC1.ClC1=CN=C2C(=N1)N(N=C2)C2CCOCC2